7-bromo-N-(4-methoxybenzyl)-8-(4-methoxyphenyl)-4,6-dimethyl-pyrrolo[1,2-a]pyrazin-1-amine BrC=1C(=C2N(C(=CN=C2NCC2=CC=C(C=C2)OC)C)C1C)C1=CC=C(C=C1)OC